C(C)(C)SC1=C(N=C(S1)N1N=C(C=C1C(=O)O)C)N1CCC(CC1)C 1-(5-(Isopropylthio)-4-(4-Methylpiperidin-1-yl)Thiazol-2-yl)-3-Methyl-1h-Pyrazole-5-Carboxylic Acid